(S)-N1-Ethyl-N6-(1-(2-(2-adamantylamino)-2-oxoethyl)-2-oxo-1,2-dihydropyridin-3-yl)-5-(4-methyl-2-phenylthiazol-5-carboxamido)-2-oxohexandiamid C(C)NC(C(CC[C@@H](C(=O)NC=1C(N(C=CC1)CC(=O)NC1C2CC3CC(CC1C3)C2)=O)NC(=O)C2=C(N=C(S2)C2=CC=CC=C2)C)=O)=O